CC1=C2NC=NC2=NC=N1 6-methylpurine